Cl.NC1=NC(=C(C(=N1)N)OCCOC1=C(C=CC=C1)CCC(=O)NO)CC 3-(2-[2-(2,4-Diamino-6-ethylpyrimidin-5-yloxy)ethoxy]phenyl)-N-hydroxypropanamide hydrochloride